N-(3-(dimethylamino)benzyl)-2-((dimethylamino)methyl)-N-(3-methoxybenzyl)pyridin-4-amine CN(C=1C=C(CN(C2=CC(=NC=C2)CN(C)C)CC2=CC(=CC=C2)OC)C=CC1)C